CC(C(C)C)OC(C(C)C)C Di-(1,2-Dimethylpropyl)ether